((3aR,4R,6R,6aR)-6-(4-aminopyrrolo[2,1-f][1,2,4]triazin-7-yl)-6-cyano-2,2-dimethyltetrahydrofuro[3,4-d][1,3]dioxol-4-yl)methyl 2-(1-((tert-butoxycarbonyl)amino)cyclohexyl)acetate C(C)(C)(C)OC(=O)NC1(CCCCC1)CC(=O)OC[C@H]1O[C@@]([C@@H]2OC(O[C@@H]21)(C)C)(C#N)C2=CC=C1C(=NC=NN12)N